2,5-anhydromannose O=C[C@@H]1[C@@H](O)[C@H](O)[C@H](O1)CO